C(C)(C)C1C(CC(CC1)C)=COCCC1=CC=CC=C1 (2-((2-isopropyl-5-methylcyclohexylidene)methoxy)ethyl)benzene